4-Cyclooctyl-aminobutan C1(CCCCCCC1)CCCCN